N-(1-(2-chloro-5-fluorophenyl)-6-cyano-3-oxo-1,2,3,4-tetrahydropyrrolo[1,2-a]pyrazin-8-yl)-3-fluoro-5-(trifluoromethyl)benzamide ClC1=C(C=C(C=C1)F)C1C=2N(CC(N1)=O)C(=CC2NC(C2=CC(=CC(=C2)C(F)(F)F)F)=O)C#N